FC(=C1CN(CC1)NC(=O)C=1C=NN2C1N=C(C=C2NC)NC2=CC(=CC=1OCCOC12)F)F N-(3-(difluoromethylene)pyrrolidin-1-yl)-5-((7-fluoro-2,3-dihydrobenzo[b][1,4]dioxin-5-yl)amino)-7-(methylamino)pyrazolo[1,5-a]pyrimidine-3-carboxamide